FC=1C=C2CCN(CC2=CC1)C1=CC(=C(C(=C1)C)C1=C(OC=C1C)N)C (4-(6-fluoro-3,4-dihydroisoquinolin-2(1H)-yl)-2,6-dimethylphenyl)-4-methylfuran-2-amine